hexahydrocyclopropa[b]pyrrolizin C1C2=CC3CCCN3C21